N2-(4-aminophenyl)-N4-(3,4,5-trimethoxyphenyl)pyrimidine-2,4-diamine NC1=CC=C(C=C1)NC1=NC=CC(=N1)NC1=CC(=C(C(=C1)OC)OC)OC